O1C2=C(OCC1)C=C(C=C2)C=2N=C1N(C=CC=N1)C2C2=CC(NC=C2)=O 4-(2-(2,3-Dihydrobenzo[b][1,4]dioxin-6-yl)imidazo[1,2-a]pyrimidin-3-yl)pyridin-2(1H)-one